4-fluoro-3-(methylsulfamoyl)benzoic acid FC1=C(C=C(C(=O)O)C=C1)S(NC)(=O)=O